2-(((S)-5-((R)-2-(5-chloropyridin-2-yl)-2-methylbenzo[d][1,3]dioxol-4-yl)-3,6-dihydro-2H-pyran-2-yl)methyl)-1-(((S)-oxetan-2-yl)methyl)-1H-benzo[d]imidazole-6-carboxylic acid ClC=1C=CC(=NC1)[C@]1(OC2=C(O1)C=CC=C2C2=CC[C@H](OC2)CC2=NC1=C(N2C[C@H]2OCC2)C=C(C=C1)C(=O)O)C